5-Amino-8-(2-furyl)-3-[2-[4-[4-(2-methoxyethoxy)phenyl]piperazin-1-yl]propyl]-1-methyl-[1,2,4]triazolo[5,1-f]purin-2-one NN1C=NC(=C2N3C(N=C12)N(C(N3C)=O)CC(C)N3CCN(CC3)C3=CC=C(C=C3)OCCOC)C=3OC=CC3